6-(2,7-Dimethyl-2H-indazol-5-yl)-2-(1,2,3,6-tetrahydropyridin-4-yl)-1,3-benzothiazol-4-ol-Hydrobromid Br.CN1N=C2C(=CC(=CC2=C1)C=1C=C2C(N=C(S2)C=2CCNCC2)=C(C1)O)C